ClC1=CC=2N(C(=C1)C1=C(C=C(C#N)C=C1)C)N=CN2 4-{7-chloro-[1,2,4]triazolo[1,5-a]pyridin-5-yl}-3-methylbenzonitrile